N-[9-[(2R,4R,5R)-5-[[bis(4-methoxyphenyl)-phenyl-methoxy]methyl]-4-[2-cyanoethoxy-(diisopropylamino)phosphanyl]oxy-tetrahydrofuran-2-yl]purin-6-yl]benzamide COC1=CC=C(C=C1)C(OC[C@@H]1[C@@H](C[C@@H](O1)N1C2=NC=NC(=C2N=C1)NC(C1=CC=CC=C1)=O)OP(N(C(C)C)C(C)C)OCCC#N)(C1=CC=CC=C1)C1=CC=C(C=C1)OC